3-(isoxazol-3-yl)propan-1-one O1N=C(C=C1)CCC=O